2-(3-(methyldimethoxysilyl)propyl)-1,1,3,3-tetramethylguanidine C[Si](CCCN=C(N(C)C)N(C)C)(OC)OC